2-[[6-[[5-chloro-2-[3-[2-(1,3-dioxoisoindolin-2-yl)-1-methyl-ethyl]-4,4-difluoro-5-methyl-1-piperidyl]pyrimidin-4-yl]amino]-1-methyl-2-oxo-3-quinolyl]oxy]-N-methyl-acetamide ClC=1C(=NC(=NC1)N1CC(C(C(C1)C)(F)F)C(CN1C(C2=CC=CC=C2C1=O)=O)C)NC=1C=C2C=C(C(N(C2=CC1)C)=O)OCC(=O)NC